(3-((3-((4-amino-6-chloro-pyrazolo[3,4-d]pyrimidin-1-yl)methyl)phenoxy)methyl)-4-methoxy-phenyl)methanol NC1=C2C(=NC(=N1)Cl)N(N=C2)CC=2C=C(OCC=1C=C(C=CC1OC)CO)C=CC2